(2Z)-3-butyl-2H,3H-naphtho[2,1-d][1,3]oxazole C(CCC)N1COC2=C1C=CC1=CC=CC=C12